C(C1=CC=CC=C1)NC(=O)[C@]12[C@@H]([C@@H]3[C@H](C=N1)[C@@H](CN3CC(C)C)C2)CC2=CC=CC=C2 |o1:10,11,12,13,16| (3S*,3aR*,6S*,7R*,7aR*)-N,7-dibenzyl-1-isobutyl-1,2,3,3a,7,7a-hexahydro-6H-3,6-methanopyrrolo[3,2-c]pyridine-6-carboxamide